CC1=C(OC2=C(C=C(C=C2C1=O)C)[C@@H](C)NC(=O)NC=1C=NC=CC1)C=1C=NN(C1)C (R)-1-(1-(3,6-dimethyl-2-(1-methyl-1H-pyrazol-4-yl)-4-oxo-4H-chromen-8-yl)ethyl)-3-(pyridin-3-yl)urea